6-bromo-8-(4,4-difluoropiperidin-1-yl)quinazoline-2-amine BrC=1C=C2C=NC(=NC2=C(C1)N1CCC(CC1)(F)F)N